N[C@@H]1C2=CC=CC=C2CC12CCN(CC2)C=2NC(C1=C(N2)NN=C1C(=C)C=1C(=NC=C(C1)Cl)C#N)=O (S)-3-(1-(6-(1-amino-1,3-dihydro-spiro[indene-2,4'-piperidin]-1'-yl)-4-oxo-4,5-dihydro-1H-pyrazolo[3,4-d]pyrimidin-3-yl)vinyl)-5-chloropyridinecarbonitrile